CC1=NC2=CC3=C(C=C2C(N1)=O)N(CC3)C3COCCC3 2-methyl-6-(tetrahydro-2H-pyran-3-yl)-7,8-dihydro-3H-pyrrolo[2,3-g]quinazolin-4(6H)-one